1-(cyclopropylsulfonyl)piperazine C1(CC1)S(=O)(=O)N1CCNCC1